3-(trifluoromethyl)-5-[4-(trifluoromethyl)phenyl]benzoic acid FC(C=1C=C(C(=O)O)C=C(C1)C1=CC=C(C=C1)C(F)(F)F)(F)F